FC(N1N=CC=C1C(=O)N1[C@@H](C2=C(CC1)NC=N2)C2=NN1C(C=C(C=C1)C(F)(F)F)=C2)F (S)-(1-(difluoromethyl)-1H-pyrazol-5-yl)(4-(5-(trifluoromethyl)pyrazolo[1,5-a]pyridin-2-yl)-6,7-dihydro-1H-imidazo[4,5-c]pyridin-5(4H)-yl)methanone